tert-butyl N-(2-bromo-4,5,6,7-tetrahydrobenzothiophen-6-yl)-N-methylcarbamate BrC=1SC2=C(C1)CCC(C2)N(C(OC(C)(C)C)=O)C